C1OCC2CN(CCC3=C2C1=CC=C3)C(=O)OC(C)(C)C tert-Butyl 3a,4,6,7-tetrahydro-1H-isochromeno[4,5-cd]azepine-5(3H)-carboxylate